C(C)N(C1=CC(=C(C(=O)C2=C(C(=O)OCC)C=CC=C2)C=C1)O)CC ethyl 2-[4-(diethylamino)-2-hydroxy-benzoyl]benzoate